L-serineO-potassium sulfate S(=O)(=O)(O)O.N([C@@H](CO)C(=O)O)[K]